N=1N=CN2C1C=C(C=C2)OCC21COC(C2)C1 4-(([1,2,4]triazolo[4,3-a]pyridin-7-yloxy)methyl)-2-oxabicyclo[2.1.1]hexan